4-(3-(2,4-difluoro-3-(propylsulfanyl)benzoyl)-1H-pyrazolo[3,4-b]pyridin-5-yl)benzenesulfonamide FC1=C(C(=O)C2=NNC3=NC=C(C=C32)C3=CC=C(C=C3)S(=O)(=O)N)C=CC(=C1SCCC)F